3-(7-chloro-2-(2-(4-((2-ethoxy-2-oxoethoxy)methyl)piperidin-1-yl)ethoxy)-8-fluoropyrido[4,3-d]pyrimidin-4-yl)-3,8-diazabicyclo[3.2.1]octane-8-carboxylic acid tert-butyl ester C(C)(C)(C)OC(=O)N1C2CN(CC1CC2)C=2C1=C(N=C(N2)OCCN2CCC(CC2)COCC(=O)OCC)C(=C(N=C1)Cl)F